C([C@H]([C@H]([C@](COP(=O)(O)O)(C(=O)O)O)O)O)O The molecule is a ribonic acid phosphate. It derives from a D-ribonic acid. It is a conjugate acid of a 2-carboxylato-D-arabinitol 1-phosphate(3-).